bis(1,2,2,6,6-pentamethyl-4-piperidyl)sebacat CN1C(CC(CC1(C)C)OC(CCCCCCCCC(=O)OC1CC(N(C(C1)(C)C)C)(C)C)=O)(C)C